(4-(3-hydroxyoxetan-3-yl)phenyl)(4-methoxy-4-(4-(trifluoromethyl)phenyl)piperidin-1-yl)methanone OC1(COC1)C1=CC=C(C=C1)C(=O)N1CCC(CC1)(C1=CC=C(C=C1)C(F)(F)F)OC